2-bromo-5,6-dimethoxy-2,3-dihydro-1H-inden-1-one BrC1C(C2=CC(=C(C=C2C1)OC)OC)=O